[Na+].[Si]([O-])([O-])([O-])[O-].[Na+].[Na+].[Na+] silicic acid-sodium salt